N-ethyl-5-fluoro-2-(3-methyl-6-{1-[(2S)-3-methyl-1-(piperazin-1-yl)butan-2-yl]azetidin-3-yl}imidazo[1,5-a]pyridin-8-yl)-N-(isopropyl)benzamide C(C)N(C(C1=C(C=CC(=C1)F)C=1C=2N(C=C(C1)C1CN(C1)[C@H](CN1CCNCC1)C(C)C)C(=NC2)C)=O)C(C)C